BrC=1C=CC(=C(C1)NS(=O)(=O)C1=CC=C(C=C1)C)C=O N-(5-bromo-2-formylphenyl)-4-methylbenzenesulfonamide